7-(3-methylpyrazol-1-yl)-4-[3-(methylsulfanyl)-1,2,4-triazin-6-yl]-1-{[2-(trimethylsilyl)ethoxy]methyl}indazole CC1=NN(C=C1)C=1C=CC(=C2C=NN(C12)COCC[Si](C)(C)C)C1=CN=C(N=N1)SC